O=C1C(=CNC2=CC=CC=C12)C(=O)OCC Ethyl 4-oxo-1,4-dihydroquinoline-3-carboxylate